(S,Z)-2'-Fluoro-4'-(2-(hydroxymethyl)-4-(methoxyimino)pyrrolidine-1-carbonyl)-2-methyl-[1,1'-biphenyl]-3-carbonitrile FC1=C(C=CC(=C1)C(=O)N1[C@@H](C/C(/C1)=N/OC)CO)C1=C(C(=CC=C1)C#N)C